OC1=CC=C(C=C1)/C=C/C(=O)C1=CC=NC=C1 (E)-3-(4-hydroxyphenyl)-1-(pyridin-4-yl)prop-2-en-1-one